tert-butyl (3aR,7aS)-5-[1-[(3S)-2,6-dioxo-3-piperidyl] indolin-4-yl]-3,3a,4,6,7,7a-hexahydro-2H-pyrrolo[3,2-c]pyridine-1-carboxylate O=C1NC(CC[C@@H]1N1CCC2=C(C=CC=C12)N1C[C@@H]2[C@H](CC1)N(CC2)C(=O)OC(C)(C)C)=O